C1(=CC=CC=C1)[Co](C1=CC=CC=C1)(C1=CC=CC=C1)C1=CC=CC=C1 Tetraphenyl-cobalt